C1(=NC=CC2=CC=CC=C12)C1=C(C=CC=C1)[O-] isoquinolylphenolate